BrC1=C(C=C2C(=NC=NC2=C1F)Cl)Cl 7-bromo-4,6-dichloro-8-fluoroquinazoline